2-chloro-2-(3,4-dichlorophenyl)-N,N-dimethylethan-1-amine ClC(CN(C)C)C1=CC(=C(C=C1)Cl)Cl